C1(CC1)N1N=C(C(=C1)C=1C(=CC(N(C1)C)=O)C1=CC=C(C(=O)NC)C=C1)C 4-[5-(1-cyclopropyl-methyl-1H-pyrazol-4-yl)-1-methyl-2-oxo-1,2-dihydro-pyridin-4-yl]-N-methyl-benzamide